3-(3,4,5-trichlorophenyl)-4,5-dihydro-1H-benzo[g]indole-2-carboxylic Acid ClC=1C=C(C=C(C1Cl)Cl)C1=C(NC=2C3=C(CCC12)C=CC=C3)C(=O)O